(S)-1-cyano-N-(5-(2-oxoindol-7-yl)thiazol-2-yl)pyrrolidine-3-carboxamide C(#N)N1C[C@H](CC1)C(=O)NC=1SC(=CN1)C1=CC=CC2=CC(N=C12)=O